NC1=NN2C(C=CC(=C2)C=2C=C(C(=NC2)C)NC(=O)N2OCC[C@H]2C2=CC=C(C=C2)F)=N1 (S)-N-(5-(2-amino-[1,2,4]triazolo[1,5-a]pyridin-6-yl)-2-methylpyridin-3-yl)-3-(4-fluorophenyl)isoxazolidine-2-carboxamide